O=C1COCCN1CC1CCN(CC12CCCC2)C(=O)OC(C)(C)C tert-Butyl 10-((3-oxomorpholino)methyl)-7-azaspiro[4.5]decane-7-carboxylate